C(C)OC(=O)C1C2CN(CC1CC2)C=2C=1N(C=C(C2)Br)N=CC1C#N 3-(6-Bromo-3-cyanopyrazolo[1,5-a]pyridin-4-yl)-3-azabicyclo[3.2.1]octane-8-carboxylic acid ethyl ester